2-Amino-4-bromo-3,6-difluorobenzene-1-carboxamide NC1=C(C(=CC(=C1F)Br)F)C(=O)N